OCC(CO)(CO)NCCOCCOC=1C=C(C=C(C1)CCP([O-])([O-])=O)CCP([O-])([O-])=O.[Na+].CC1=C2C(C(C(OC2=CC=C1)(O)OC)(C)C)(OC)C.[Na+].[Na+].[Na+] Dimethyl-methoxydimethyl-methoxychromanol sodium ((5-(2-(2-((1,3-dihydroxy-2-(hydroxymethyl)propan-2-yl)amino)ethoxy)ethoxy)-1,3-phenylene)bis(ethane-2,1-diyl))bis(phosphonate)